BrC=1C=C(C(=C(C(=O)O)C1)N[C@H]1CN(CCC1)C(=O)C1=CN=CC2=CC=CC=C12)[N+](=O)[O-] (R)-5-bromo-2-((1-(isoquinoline-4-carbonyl)piperidin-3-yl)amino)-3-nitrobenzoic acid